(furan-2-ylmethyl)-7-methylthieno[3,2-c]pyridazin-4-amine O1C(=CC=C1)CC1=C(C2=C(N=N1)C(=CS2)C)N